NC1=CC=C2C(=N1)CC[C@H]2NC([C@H](C)NC(=O)[C@@H]2NC[C@](C2)(CC2=CC=C(C=C2)F)F)=O (2R,4R)-N-((S)-1-(((R)-2-amino-6,7-dihydro-5H-cyclopenta[b]pyridin-5-yl)amino)-1-oxopropan-2-yl)-4-fluoro-4-(4-fluorobenzyl)pyrrolidine-2-carboxamide